CN(C1=CC=C(C(=O)OC(C)CCCC(C)C)C=C1)C 2-isooctyl 4-(dimethylamino)-benzoate